BrC1=C(N=CC2=CC(=CC(=C12)C1=C(C=CC=C1C)F)Cl)N 4-bromo-7-chloro-5-(2-fluoro-6-methyl-phenyl)isoquinolin-3-amine